CC1=NOC(=C1C=1C=CC(=C(C1)N(C1=CC=C(C=C1)C1(CC1)C#N)CC1CCN(CC1)CC1=CC=C(C=C1)NC1C(NC(CC1)=O)=O)C)C 1-(4-((5-(3,5-dimethylisoxazol-4-yl)-2-methylphenyl)((1-(4-((2,6-dioxopiperidin-3-yl)amino)benzyl)piperidin-4-yl)methyl)amino)phenyl)cyclopropane-1-carbonitrile